[N+](=O)([O-])C1OCNC(N1)=N nitro-1,3,5-oxadiazinan-4-imine